OC1=C(C=CC=C1)C(C)(C)NS(=O)C(C)(C)C N-(2-(2-hydroxyphenyl)propan-2-yl)-2-methylpropane-2-sulfinamide